amino-methyl-octadecatriene-diol NC(C(=C(O)O)C)=CC=CCCCCCCCCCCCC